NN1/C(/SCC1=O)=N/C1=C(C=CC=C1)C(C)C (2Z)-3-amino-2-(2-isopropylphenyl)imino-thiazolidin-4-one